(1S,4S)-4-(((5-fluoro-2-((1-isopropyl-1H-pyrazol-4-yl)amino)pyrimidin-4-yl)oxy)methyl)cyclohexan FC=1C(=NC(=NC1)NC=1C=NN(C1)C(C)C)OCC1CCCCC1